7-chloro-6-(2,6-difluorophenyl)-8-methoxy-1-pyridazin-3-yl-4H-[1,2,4]Triazolo[4,3-a][1,4]Benzodiazepine ClC1=C(C=CC2=C1C(=NCC=1N2C(=NN1)C=1N=NC=CC1)C1=C(C=CC=C1F)F)OC